5-[(3S)-3-(Methylamino)pyrrolidine-1-carbonyl]-N-[(1S)-1-{1H-pyrrolo[2,3-b]pyridin-5-yl}ethyl]pyridin-2-amine CN[C@@H]1CN(CC1)C(=O)C=1C=CC(=NC1)N[C@@H](C)C=1C=C2C(=NC1)NC=C2